CC([C@H](N)C1=CC=C(C=C1)C(F)(F)F)C (S)-2-methyl-1-(4-(trifluoromethyl)phenyl)propan-1-amine